NC1=NC=CC(=C1)C=1OC=C(N1)C(=O)NC=1C(=CC2=C(CC(O2)(C)C)C1)C1=CC(=NC=C1)OC 2-(2-Aminopyridin-4-yl)-N-(6-(2-methoxypyridin-4-yl)-2,2-dimethyl-2,3-dihydrobenzofuran-5-yl)oxazole-4-carboxylic acid amide